ClC1=C(C(=CC=C1C)OC(N(CC)CC)=O)C1CCN(CC1)C(=O)OC(C)(C)C tert-butyl 4-[2-chloro-6-[(diethylcarbamoyl)oxy]-3-methylphenyl]piperidine-1-carboxylate